3-isopropyl-5-(1,4-dioxaspiro[4.5]dec-7-en-8-yl)-1H-pyrrolo[3,2-b]pyridine-1-carboxylic acid tert-butyl ester C(C)(C)(C)OC(=O)N1C=C(C2=NC(=CC=C21)C2=CCC1(OCCO1)CC2)C(C)C